FC(C(C(F)(F)OC(F)(F)F)(F)F)(C(F)(F)F)F perfluoromethyl nonafluorobutyl ether